2-Fluoro-N-(pyrimidin-4-yl)-4-(3-(pyrrolidin-1-yl)-3-(3-(trifluoromethyl)phenethyl)-piperidin-1-yl)benzenesulfonamide FC1=C(C=CC(=C1)N1CC(CCC1)(CCC1=CC(=CC=C1)C(F)(F)F)N1CCCC1)S(=O)(=O)NC1=NC=NC=C1